2-(4-chlorophenyl)-4-(3-pyranyl-methyl)-thieno[2,3-d]pyridazine ClC1=CC=C(C=C1)C1=CC=2C(=CN=NC2CC=2COC=CC2)S1